cyano-4-fluoro-3-phenoxybenzyl-3-(β,4-dichlorostyryl)-2,2-dimethylcyclopropanecarboxylate C(#N)C1(C(C1(C(=O)[O-])CC1=CC(=C(C=C1)F)OC1=CC=CC=C1)(C)C)C=C(C1=CC=C(C=C1)Cl)Cl